5-(5-Bromo-1H-benzimidazol-2-yl)-1-[(4-methoxyphenyl)-methyl]pyrazol-3-amine BrC1=CC2=C(NC(=N2)C2=CC(=NN2CC2=CC=C(C=C2)OC)N)C=C1